methyl 2-{[(2S)-4-{2-[(4-chloro-2-fluorobenzyl) oxy] pyrimidin-4-yl}-2-methylpiperazin-1-yl] methyl}-1-[(2S)-oxetan-2-ylmethyl]-1H-benzimidazole-6-carboxylate ClC1=CC(=C(COC2=NC=CC(=N2)N2C[C@@H](N(CC2)CC2=NC3=C(N2C[C@H]2OCC2)C=C(C=C3)C(=O)OC)C)C=C1)F